(E)-2',3,4,6'-Tetramethoxy-4'-[[2-O-methyl-6-O-(alpha-L-rhamnopyranosyl)-beta-D-glucopyranosyl]oxy]chalcone COC1=C(C(/C=C/C2=CC(=C(C=C2)OC)OC)=O)C(=CC(=C1)O[C@H]1[C@H](OC)[C@@H](O)[C@H](O)[C@H](O1)CO[C@H]1[C@H](O)[C@H](O)[C@@H](O)[C@@H](O1)C)OC